2-(4-fluorophenyl)-1-(2-(piperazin-1-yl)-7,8-dihydro-1,6-naphthyridin-6(5H)-yl)ethan-1-one FC1=CC=C(C=C1)CC(=O)N1CC=2C=CC(=NC2CC1)N1CCNCC1